The molecule is a 1,2-diacyl-sn-glycero-3-phospho-(1'-sn-glycerol)(1-) in which the 1- and 2-acyl groups are specified as myristoyl and oleoyl respectively; major species at pH 7.3. It is a 1,2-diacyl-sn-glycero-3-phospho-(1'-sn-glycerol)(1-) and a phosphatidylglycerol 32:1(1-). CCCCCCCCCCCCCC(=O)OC[C@H](COP(=O)([O-])OC[C@H](CO)O)OC(=O)CCCCCCC/C=C\\CCCCCCCC